OC(C)(C)[C@@H]1C=C[C@](CC1)(O)C([2H])([2H])[2H] (1S,4S)-4-(2-hydroxypropan-2-yl)-1-(methyl-d3)cyclohex-2-en-1-ol